CC1=CC=C(C=C1)S(=O)(=O)OCC#C propan-2-yn-1-yl 4-methylbenzenesulfonate